3H-diazirene N1=NC1